BrCCC(CN1C(O\C(\C1=O)=C/C1=CC(=C(C=C1)F)O)=O)CCO (Z)-3-(4-bromo-2-(2-hydroxyethyl)butyl)-5-(4-fluoro-3-hydroxybenzylidene)oxazolidine-2,4-dione